CN1CC2CCC(C1)C2COC2=NC=CC(=C2)CN (2-((3-methyl-3-azabicyclo[3.2.1]octan-8-yl)methoxy)pyridin-4-yl)methanamine